1-(4-chlorophenyl)-2-(tetrahydropyrimidine-2(1H)-ylidene)ethane ClC1=CC=C(C=C1)CC=C1NCCCN1